C(C)(=O)N1CCC(CC1)NC1=CC(=NC=N1)C(=O)NC[C@@H](CN1CC2=CC=CC=C2CC1)O 6-[(1-acetylpiperidin-4-yl)amino]-N-[(2S)-3-(3,4-dihydro-1H-isoquinolin-2-yl)-2-hydroxypropyl]pyrimidine-4-carboxamide